COC=1C=C(C=CC1)N1CCN(CC1)CCC(=O)NC=1SC=C(N1)C1=CC=CC=C1 3-(4-(3-methoxyphenyl)piperazin-1-yl)-N-(4-phenylthiazole-2-yl)propionamide